FC(C(=O)O)(F)F.NC1=NC=CC(=C1F)CC=1C(=C(C(=C(C(=O)O)C1)NC1=C(C=C(C=C1)I)F)F)F 5-[(2-amino-3-fluoropyridin-4-yl)methyl]-3,4-difluoro-2-(2-fluoro-4-iodoanilino)benzoic acid trifluoroacetate salt